C1CC(OC)=C2C=3[C@@]45[C@@H](O2)CC=C[C@H]4[C@@H](CC13)N(C)CC5 Dihydrodesoxycodeine